CC(C)(C)NS(=O)(=O)C1=CC(=CC=C1)NC1=NC(=NC=C1C)NC1=CC=C(C=C1)OCCN1CCCC1 N-(2-methyl-2-propyl)-3-{[5-methyl-2-({4-[2-(1-pyrrolidinyl)ethoxy]phenyl}amino)-4-pyrimidinyl]amino}benzenesulfonamide